ClC=1N=C2C(=C(C(N(C2=CC1)C)=O)C#N)N1CCC(CC1)OC1=CC(=CC=C1)Cl 6-chloro-4-(4-(3-chlorophenoxy)piperidin-1-yl)-1-methyl-2-oxo-1,2-dihydro-1,5-naphthyridine-3-carbonitrile